ClC1=NC(=C2N(C=NC2=N1)C)N1C(CCC1)CO (1-(2-chloro-7-methyl-7H-purin-6-yl)pyrrolidin-2-yl)methanol